2-[(6S)-6-(3-triflylbenzyl)-2-azaspiro[3.4]octane-2-carbonyl]-2,5-diazaspiro[3.4]octan-6-one S(=O)(=O)(C(F)(F)F)C=1C=C(C[C@H]2CC3(CN(C3)C(=O)N3CC4(C3)NC(CC4)=O)CC2)C=CC1